ClC=1C(=C(C=CC1)CC1CN(CCO1)C(=O)OC(C)(C)C)C1(CC=NO1)O tert-butyl 2-[[3-chloro-2-(5-hydroxy-4H-isoxazol-5-yl)phenyl]methyl]morpholine-4-carboxylate